Methyl (S)-4-(5-(2-(((benzyloxy)carbonyl)amino)-3-(tert-butoxy)-3-oxopropyl)-2H-tetrazol-2-yl)benzoate C(C1=CC=CC=C1)OC(=O)N[C@@H](CC=1N=NN(N1)C1=CC=C(C(=O)OC)C=C1)C(=O)OC(C)(C)C